CN(CCC(=O)O)C 3-(dimethylamino)propionic acid